(R)-2-METHYL-4-NITROBUTANOIC ACID C[C@@H](C(=O)O)CC[N+](=O)[O-]